C1(CC1)C1=NN(C=N1)C1CC2(CN(C2)C(=O)N2CC3(C2)CN(C3)CC3=NOC(=N3)C(F)(F)F)C1 [6-(3-cyclopropyl-1,2,4-triazol-1-yl)-2-azaspiro[3.3]heptan-2-yl]-[6-[[5-(trifluoromethyl)-1,2,4-oxadiazol-3-yl]methyl]-2,6-diazaspiro[3.3]heptan-2-yl]methanone